C(CCCCCCCCCCCC)(=O)O Tridecylic acid